1-([1,1'-biphenyl]-3-yl)-3-bromo-1H-pyrazole-5-carbonyl chloride C1(=CC(=CC=C1)N1N=C(C=C1C(=O)Cl)Br)C1=CC=CC=C1